C(C)C1(COC1)COCC1=CC(=CC=C1)COCC1(COC1)CC 1,3-bis(((3-ethyloxetan-3-yl)methoxy)methyl)benzene